CNC(=O)C1=CC=C(C=N1)NC(=O)C1CC12CCN(CC2)C(=O)OC(C)(C)C tert-butyl 1-((6-(methylcarbamoyl) pyridin-3-yl) carbamoyl)-6-azaspiro[2.5]octane-6-carboxylate